C1CCC12CC(CC2)=O spiro[3.4]octan-6-one